O=[Se] oxo-selenium